1,1,1,3,3,3-hexafluoropropan-2-yl 1-(2-(3-(methylsulfonyl) pyrrolidin-1-yl)-4-(trifluoromethyl) benzyl)-1,8-diazaspiro[4.5]decane-8-carboxylate CS(=O)(=O)C1CN(CC1)C1=C(CN2CCCC23CCN(CC3)C(=O)OC(C(F)(F)F)C(F)(F)F)C=CC(=C1)C(F)(F)F